2-ferrocenyl-imidazo[4,5-b]Pyridine [C-]1(C=CC=C1)C=1NC=2C(=NC=CC2)N1.[CH-]1C=CC=C1.[Fe+2]